S1CCCC2=CC=CC(=C12)C(C)C=1N=CNC1 4-(1-[thiochroman-8-yl]ethyl)-1H-imidazole